FC(C(=O)O)(F)F.N1CC(C1)CN1CC(C1)OC 1-(azetidin-3-ylmethyl)-3-methoxyazetidine trifluoroacetate salt